ClCCCCCC(C(=O)O)C1=CC(=CC=C1)I 7-chloro-2-(3-iodophenyl)heptanoic acid